(3-([1,2,4]triazolo[1,5-a]pyridin-6-yl)-1H-pyrrolo[2,3-b]pyridin-5-yl)(3-methyl-3,8-diazabicyclo[3.2.1]octan-8-yl)methanone N=1C=NN2C1C=CC(=C2)C2=CNC1=NC=C(C=C12)C(=O)N1C2CN(CC1CC2)C